[Si](OC)([O-])([O-])[O-].[Na+].[Na+].[Na+] Sodium Methyl Silicate